2-ethyl-6-[(1-methyl-1H-indazol-5-yl)amino]-1-{6-[(piperidin-4-yl)amino]pyridin-2-yl}-1H,2H,3H-pyrazolo[3,4-d]pyrimidin-3-one C(C)N1N(C2=NC(=NC=C2C1=O)NC=1C=C2C=NN(C2=CC1)C)C1=NC(=CC=C1)NC1CCNCC1